CN(CCN(C1=NC(=C(C=C1[N+](=O)[O-])NC1=NC=CC(=N1)N1CC2(C3=NC=CC=C31)CCC2)OCC(F)(F)F)C)C N2-(2-(dimethylamino)ethyl)-N2-methyl-3-nitro-N5-(4-(spiro[cyclobutane-1,3'-pyrrolo[3,2-b]pyridin]-1'(2'H)-yl)pyrimidin-2-yl)-6-(2,2,2-trifluoroethoxy)pyridin-2,5-diamine